(3S)-6-chloro-3-(2-methoxy-5-(1-methyl-1H-imidazol-2-yl)pyridin-3-yl)-3-methylindolin-2-one ClC1=CC=C2[C@@](C(NC2=C1)=O)(C)C=1C(=NC=C(C1)C=1N(C=CN1)C)OC